ClC=1C(N(C(=CC1OC([2H])([2H])C1=NC=C(C=C1F)F)C)C1=CC(=NC=C1C)N1N=C(C(=C1)C)C(C)(C)O)=O 3-chloro-4-((3,5-difluoropyridin-2-yl)methoxy-d2)-2'-(3-(2-hydroxyl-Propan-2-yl)-4-methyl-1H-pyrazol-1-yl)-5',6-dimethyl-2H-[1,4'-bipyridyl]-2-one